Cl.Cl.COC1=CC=C(C=C1)C1=NC2=CC=CC=C2C(=C1)NCCCNCCCNC1=CC=NC=C1 N1-(2-(4-methoxyphenyl)quinolin-4-yl)-N3-(3-(pyridin-4-ylamino)propyl)propane-1,3-diamine dihydrochloride